N(=[N+]=[N-])C1=CC=C(OC2=NC=C(C=C2F)Cl)C=C1 2-(4-azidophenoxy)-5-chloro-3-fluoropyridine